N-(3-chloro-4-(6-cyano-5-fluoropyridin-2-yl)phenyl)-2-hydroxy-5-methylbenzenesulfonamide ClC=1C=C(C=CC1C1=NC(=C(C=C1)F)C#N)NS(=O)(=O)C1=C(C=CC(=C1)C)O